CC1=NC(=CC(=N1)/C=C/C(=O)OCC)C ethyl (E)-3-(2,6-dimethylpyrimidin-4-yl)prop-2-enoate